(4-chloro-2-fluorophenoxy)-3-(3-methylbenzo[d]isoxazol-5-yl)aniline ClC1=CC(=C(ONC2=CC(=CC=C2)C=2C=CC3=C(C(=NO3)C)C2)C=C1)F